N[C@@H](C(=O)NCCC1=CC(=C(C=C1)OC)OC)CC(C)C (2R)-2-amino-N-[2-(3,4-dimethoxyphenyl)ethyl]-4-methylpentanamide